N-(2-(1-((2-(2,6-dioxopiperidin-3-yl)pyridin-3-yl)methyl)piperidin-4-yl)-5-(2-hydroxypropan-2-yl)benzo[d]thiazol-6-yl)-6-(trifluoromethyl)nicotinamide O=C1NC(CCC1C1=NC=CC=C1CN1CCC(CC1)C=1SC2=C(N1)C=C(C(=C2)NC(C2=CN=C(C=C2)C(F)(F)F)=O)C(C)(C)O)=O